Cl.O1N=C(C2=C1C=CC=C2)COC=2C=CC(=C1CCN[C@@H](C21)CN2C(CCC2)=O)Cl (S)-1-((8-(benzo[d]isoxazol-3-ylmethoxy)-5-chloro-1,2,3,4-tetrahydroisoquinolin-1-yl)methyl)pyrrolidin-2-one hydrochloride